o-methylphenyl-acetonitrile CC1=C(C=CC=C1)CC#N